C12(C(=O)CC(CC1)C2(C)C)CS(=O)(=O)[O-].OC2=CC=C(C=C2)[S+](CC2=C(C=CC=C2)C)C (4-hydroxyphenyl)methyl((2-methylphenyl)methyl)sulfonium camphorsulfonate